FC1(CCC(CC1)C=1C(=CC(=NC1)N)OC)F 5-(4,4-Difluorocyclohexyl)-4-methoxypyridin-2-amine